C/C(/C(=O)OC=1C=C2C=C(NC2=CC1)CN)=C\C 2-(aminomethyl)-1H-indol-5-yl (E)-2-methylbut-2-enoate